C1OC=2C=C(N(C)C)C=CC2O1 (R)-3,4-methylenedioxydimethylaniline